N1(N=CC=C1)C1=CC=C(C=C1)CN [4-(1H-pyrazol-1-yl)phenyl]methylamine